N1=C(C=CC=C1)NCC1=CC=C(C=C1)C=1N(C=2N=CN=C3N(N=CC1C23)C2CNCCC2)COCC[Si](C)(C)C 3-((4-(pyridin-2-ylaminomethyl)phenyl)-1-((2-(trimethylsilyl)ethoxy)methyl)-1,4,5,6,8-pentazaacenaphthylen-5(1H)-yl)piperidine